Cl.FC1=CC2=C(C(CO2)N)C=C1 6-fluoro-2,3-dihydro-1-benzofuran-3-amine hydrochloride